bromo-1,1,4,4-tetramethyl-1,2,3,4-tetrahydronaphthalene BrC1C(C2=CC=CC=C2C(C1)(C)C)(C)C